(S)-5-benzyl-N-(5-methyl-4-oxo-7-(4-(quinolin-6-yloxy)but-1-yn-1-yl)-2,3,4,5-tetrahydrobenzo[b][1,4]oxazepin-3-yl)-1H-1,2,4-triazole-3-carboxamide C(C1=CC=CC=C1)C1=NC(=NN1)C(=O)N[C@@H]1C(N(C2=C(OC1)C=CC(=C2)C#CCCOC=2C=C1C=CC=NC1=CC2)C)=O